C1(=CC=CC=C1)C(C=CC=O)C1=CC=CC=C1 4,4-diphenyl-but-2-enal